C(C)(C)(C)OC(=O)N1C[C@H]([C@@H](CC1)F)NC=1C2=C(N=CN1)C(=CC(=N2)C2=CC=C(C=C2)OCC(C)(C)O)C(N)=O (3R,4R)-3-({8-carbamoyl-6-[4-(2-hydroxy-2-methylpropyloxy)phenyl]pyrido[3,2-d]pyrimidin-4-yl}amino)-4-fluoropiperidine-1-carboxylic acid tert-butyl ester